C1CCC2=C(C=3CCCC3C=C12)NC(=O)NS(=O)(=O)C1=CC2=C(O1)C1CCC(C2O)CC1 N-((1,2,3,5,6,7-hexahydro-s-indacen-4-yl)carbamoyl)-4-hydroxy-5,6,7,8-tetrahydro-4H-5,8-ethanocyclohepta[b]furan-2-sulfonamide